ethylene-bis-oleoamide C(CCCCCCCCC\C=C/CCCCCCCC(=O)N)CCCCCCCC\C=C/CCCCCCCC(=O)N